C(C)(C)(C)OC([C@H](C(C)C)N(C(=O)[C@@H]1CN(CC1)C(=O)OC(C)(C)C)C)=O (S)-tert-butyl 3-(((S)-1-(tert-butoxy)-3-methyl-1-oxobutan-2-yl)(methyl)carbamoyl)pyrrolidine-1-carboxylate